4-methoxyphenylacetic acid COC1=CC=C(C=C1)CC(=O)O